5,8,11,14-eicosatetraenoic acid methyl ester COC(CCCC=CCC=CCC=CCC=CCCCCC)=O